COC(=O)C=1OC=C(C1)NC(=O)OC 4-(methoxycarbonylamino)furan-2-carboxylic acid methyl ester